NCC=1C=C(OC2CCN(CC2)C(=O)OC(C)(C)C)C=CC1C tert-butyl 4-(3-(aminomethyl)-4-methylphenoxy)piperidine-1-carboxylate